C(=O)(O)C1=CC=C(C=C1)C1=CC=C(C=C1)C1=CC(=CC(=C1)C1=CC=C(C=C1)C1=CC=C(C=C1)C(=O)O)C1=CC=C(C=C1)C1=CC=C(C=C1)C(=O)O 1,3,5-tris(4'-carboxyl-1,1'-biphenyl-4-yl)benzene